NC1=C(C2=C(S1)CC(CC2)(C(NC)=O)NC(=O)OCC2=CC=CC=C2)C(=O)OC(C)(C)C Tert-butyl 2-amino-6-(((benzyloxy)carbonyl)amino)-6-(methylcarbamoyl)-4,5,6,7-tetrahydrobenzo[b]thiophene-3-carboxylate